N1OC(CCO1)N1C=NC2=C1C=C(C(=C2)N2CCN(CC2)C(=O)OC(C)(C)C)F tert-butyl 4-(1-(2,6-dioxapiperidin-3-yl)-6-fluoro-1H-benzimidazol-5-yl)piperazine-1-carboxylate